(E)-4-(6-(3-amino-2-methyl-3-oxoprop-1-en-1-yl)-5-(4-methylpiperazin-1-yl)-1H-benzimidazol-2-yl)-N-hydroxybenzoamide NC(/C(=C/C=1C(=CC2=C(NC(=N2)C2=CC=C(C(=O)NO)C=C2)C1)N1CCN(CC1)C)/C)=O